phenylbutyryl-L-leucyl-N-[(1S)-3-methyl-1-[[(2R)-2-methyl-epoxyethyl]carbonyl]butyl]-L-phenylalanyl-amide C1(=CC=CC=C1)CCCC(=O)N[C@@H](CC(C)C)C(=O)N([C@@H](CC1=CC=CC=C1)C(=O)[NH-])[C@@H](CC(C)C)C(=O)C1[C@H](O1)C